tert-butyl (2S)-1-[3-cyano-6-methyl-4-(trifluoromethyl)-2-pyridyl]-pyrrolidine-2-carboxylate C(#N)C=1C(=NC(=CC1C(F)(F)F)C)N1[C@@H](CCC1)C(=O)OC(C)(C)C